(R)-5-methoxy-5-((1R,2R)-2-((p-toluenesulfonyloxy)methyl)cyclopropyl)pentanoic acid tert-butyl ester C(C)(C)(C)OC(CCC[C@H]([C@H]1[C@@H](C1)COS(=O)(=O)C1=CC=C(C)C=C1)OC)=O